boron dimethyl sulfide trichloride [Cl-].[Cl-].[Cl-].CSC.[B+3]